Ethyl(5,6,7,8-tetrahydro-1,6-naphthyridin-2-yl)phosphinate hydrochloride Cl.C(C)P(O)(=O)C1=NC=2CCNCC2C=C1